OC1=C(C=C(C(=C1)O)C(=O)[O-])C(=O)[O-] 4,6-dihydroxybenzene-1,3-dicarboxylate